FC(C(COCCOCCOCCOCC(C(F)(F)F)(F)F)(F)F)(F)F 1,1,1,2,2,15,15,16,16,16-decafluoro-4,7,10,13-tetraoxahexadecane